N-[[(1R,3S)-3-[[5-(3-cyano-6-oxo-pyridazin-1-yl)-2-pyridyl]amino]cyclopentyl]methyl]-3-methylisoxazole-5-carboxamide C(#N)C1=NN(C(C=C1)=O)C=1C=CC(=NC1)N[C@@H]1C[C@@H](CC1)CNC(=O)C1=CC(=NO1)C